COC1=CC=C(C=C1)C(=C(C)NC([C@H](C)NC(C1=NC=CC(=C1O)OC)=O)=O)C1=CC=C(C=C1)OC (S)-N-(1-((1,1-bis(4-methoxyphenyl)prop-1-en-2-yl)amino)-1-oxopropan-2-yl)-3-hydroxy-4-methoxypicolinamide